FC1=CC=2C=3N(C(=NC2C=C1OC)N)N=CN3 9-fluoro-8-methoxy-[1,2,4]triazolo[1,5-c]quinazolin-5-amine